5-(4-carbamoyl-2-(cyclopropyl(1-(4-fluoro-2-methoxyphenyl)-1H-pyrazol-4-yl)amino)thiazol-5-yl)-1H-pyrrole C(N)(=O)C=1N=C(SC1C1=CC=CN1)N(C=1C=NN(C1)C1=C(C=C(C=C1)F)OC)C1CC1